6-((8-Azabicyclo[3.2.1]octan-3-yl)oxy)-N-(4-([1,2,4]triazolo[1,5-a]pyridin-7-yloxy)-3-methylphenyl)-8,9-dihydrofuro[2,3-h]quinazolin-4-amine C12CC(CC(CC1)N2)OC=2C=C1C(=NC=NC1=C1C2OCC1)NC1=CC(=C(C=C1)OC1=CC=2N(C=C1)N=CN2)C